O=C1OC2=C(N1)C=C(C=C2)OCC#N 2-((2-oxo-2,3-dihydrobenzo[d]oxazol-5-yl)oxy)acetonitrile